FC(C1CC=C(CC1)B(O)O)(F)F 4-(trifluoromethyl)cyclohex-1-en-1-ylboronic acid